4-amino-N-((5-cyano-2-pyridinyl)methyl)-N-cyclopropyl-7-fluoro-1,3-dihydrofuro[3,4-c]quinoline-8-carboxamide NC1=NC=2C=C(C(=CC2C2=C1COC2)C(=O)N(C2CC2)CC2=NC=C(C=C2)C#N)F